ClC1=NC=C(C(=N1)C=1N=C2N(CCNC2=O)C1[2H])Cl 2-(2,5-dichloropyrimidin-4-yl)-6,7-dihydroimidazo[1,2-a]pyrazin-8(5H)-one-3-d